(+/-)-trans-3-((2-(5-fluoro-1H-pyrrolo[2,3-b]pyridin-3-yl)-6-(2-fluorophenyl)pyrimidin-4-yl)amino)bicyclo[2.2.2]octane-2-carboxylic acid FC=1C=C2C(=NC1)NC=C2C2=NC(=CC(=N2)NC2C(C1CCC2CC1)C(=O)O)C1=C(C=CC=C1)F